N1C(=NCC1)C1=CC=C(CNC2=NC=NC(=C2)C2=CN=C3N2C=CC=C3)C=C1 [4-(4,5-dihydro-1H-imidazol-2-yl)-benzyl]-(6-imidazo[1,2-a]pyridin-3-yl-pyrimidin-4-yl)-amine